C(C)N1CC2=CC=C(C=C2C1)C(C=1N=NNC1)NC=1C=C2C=C(C=NC2=CC1)C#N 6-(((2-ethylisoindolin-5-yl)(1H-1,2,3-triazol-4-yl)methyl)amino)quinoline-3-carbonitrile